C(=C)C1=CC=C(C=C1)N1C(=NC2=C1C=CC=C2)C2=CC=CC=C2 1-(4-vinylphenyl)-2-phenyl-1H-benzimidazole